C(C)(C)OC=1C=C(C=CC1)C(C)O 1-(3-isopropoxyphenyl)ethan-1-ol